[NH4+].NC(CO)(CO)C 2-amino-2-methyl-1,3-propanediol ammonium